C1(=CC=CC=C1)C(C(=O)O)CC.CC1=CC=C(C=C1)S(=O)(=O)Cl p-TolueneSulphonyl Chloride alpha-phenylbutyrate